2-ethyl-2-((5Z,8Z,11Z,14Z,17Z)-eicosa-5,8,11,14,17-pentaenylthio)butanoic acid C(C)C(C(=O)O)(CC)SCCCC\C=C/C\C=C/C\C=C/C\C=C/C\C=C/CC